FC1=CC=C(C=C1)C(CC(=O)OC)=O methyl 3-(4-fluorophenyl)-3-oxopropanoate